2-(1-hydroxy-2-methyl-4-oxo-1,4-dihydro-quinolin-3-yl)-N-(4-(trifluoromethoxy)phenyl)acetamide ON1C(=C(C(C2=CC=CC=C12)=O)CC(=O)NC1=CC=C(C=C1)OC(F)(F)F)C